SCCC[Si](N(CC)CC)(N(CC)CC)N(CC)CC 3-mercaptopropyl-tri(N,N-diethylamino)silane